C(C)(C)(C)OC(=O)NC=1C(=NC(=CC1)Br)NC(C(C(C1CCCCC1)C1CCCCC1)NC(=O)OCC1=CC=CC=C1)=O N-(2-{[2-(benzyloxycarbonylamino)-3,3-dicyclohexylpropionyl]Amino}-6-bromopyridin-3-yl)aminoFormic acid tert-butyl ester